C(C1=CC=CC=C1)OCC1=NN(C(N1CC)=O)C=1C=C2C(=CN(C(C2=CC1)=O)C1=C(C=CC=C1)C)N(C)C 6-(3-((benzyloxy)methyl)-4-ethyl-5-oxo-4,5-dihydro-1H-1,2,4-triazol-1-yl)-4-(dimethylamino)-2-(o-tolyl)isoquinolin-1(2H)-one